3-aminopropyl-tris(trimethylsiloxy)silane NCCC[Si](O[Si](C)(C)C)(O[Si](C)(C)C)O[Si](C)(C)C